C12N([C@@H](C(CC1)C2)C(=O)OCC)C(=O)OC(C)(C)C 2-(tert-butyl) 3-ethyl (3S)-2-azabicyclo[2.2.1]heptane-2,3-dicarboxylate